BrC1=C(C(=O)OC)C=C(C=C1C)[N+](=O)[O-] methyl 2-bromo-3-methyl-5-nitro-benzoate